N7-(6-aminopyrimidin-4-yl)-3-methyl-N5-[2-methyl-1-(trifluoromethyl)propyl]imidazo[4,5-b]pyridine-5,7-diamine NC1=CC(=NC=N1)NC1=C2C(=NC(=C1)NC(C(C)C)C(F)(F)F)N(C=N2)C